C1(CCCCC1)N1N=NC(=C1)C(=O)NCC=1SC(=NN1)C1=CC=CC=C1 1-cyclohexyl-N-((5-phenyl-1,3,4-thiadiazol-2-yl)methyl)-1H-1,2,3-triazole-4-carboxamide